O=C[C@H](O)[C@@H](O)[C@H](O)[C@H](O)C(O)[3H] [6-3H1]glucose